Cis-rac-tert-butyl 3-hydroxy-4-methoxypiperidine-1-carboxylate Di-tert-butyl-dicarbonate C(C)(C)(C)OC(=O)OC(=O)OC(C)(C)C.O[C@@H]1CN(CC[C@@H]1OC)C(=O)OC(C)(C)C |r|